C1=CC(=C(C=C1[C@@H]2[C@H](C(=O)C3=C(C=C(C=C3O2)O)O)O)O)O (+)-dihydroquercetin